NC1=NC=C(C(=C1)C1=NNC2=NC(=CN=C21)C2CC(C1(C2)CCNCC1)N)C 3-(3-(2-amino-5-methylpyridin-4-yl)-1H-pyrazolo[3,4-b]pyrazin-6-yl)-8-azaspiro[4.5]decan-1-amine